FC=1C(=CC2=C(OC3(CC3)C(N2CC#C)=O)C1)N1C(N2C(C1=O)CCC2)=O 2-(7-fluoro-3-oxo-4-(prop-2-yn-1-yl)-3,4-dihydrospiro[benzo[b][1,4]oxazin-2,1'-cyclopropane]-6-yl)tetrahydro-1H-pyrrolo[1,2-c]imidazole-1,3(2H)-dione